3-chloro-4-((S)-2-(dimethylamino)-3-((R)-3-(pyridin-4-yl)-3-(1-(trifluoromethyl)cyclopropyl)propanamido)propyl)-2-fluoro-N-methylbenzamide ClC=1C(=C(C(=O)NC)C=CC1C[C@@H](CNC(C[C@@H](C1(CC1)C(F)(F)F)C1=CC=NC=C1)=O)N(C)C)F